Cl.F\C(=C/CN)\CN1C=NC2=C1C=C(C=C2C2=CC=C(C=C2)S(=O)(=O)N2CCOCC2)C(F)(F)F (Z)-3-fluoro-4-(4-(4-(morpholinosulfonyl)phenyl)-6-(trifluoromethyl)-1H-benzo[d]imidazol-1-yl)but-2-en-1-amine Hydrochloride